C(CC)(=O)OSC1=C(C(=NC=C1CC(CCCC)CC)NC)Cl 2-ethylhexyl-((3-chloro-2-(methylamino) pyridin-4-yl) thio) propionate